C(C)(=O)C1=NC(=CC=C1)C(C)=O 2,6-Diacetylpyridine